C(C)(=O)C=1C(=CC(=C(C1)NC(=O)N1CCCC1)OC)O N-(5-acetyl-4-hydroxy-2-methoxyphenyl)pyrrolidine-1-carboxamide